C1(CCCCC1)N1CCC(CC1)C=1C(=C2CN(C(C2=CC1F)=O)C1C(NC(CC1)=O)=O)F 3-(5-(1-cyclohexylpiperidin-4-yl)-4,6-difluoro-1-oxoisoindolin-2-yl)piperidine-2,6-dione